C(CCCCCCCCCCC)(=O)O.N(CCO)CCO diethanolamine dodecanoate